N[C@H]1CN(CCC1)C1[C@H](C2=CC(=CC(=C2C1)Cl)Cl)OC1=C(C=CC=C1)F 4-[[(1S,1S)-2-[(3R)-3-aminopiperidin-1-yl]-4,6-dichloro-2,3-dihydro-1H-inden-1-yl]oxy]-3-fluorobenzene